FC1=C(C(=CC(=C1)F)OCCOC)C=1C2=C(C(=NC1C13CC(C1)(C3)CN(C(C=C)=O)C)C=3C=C1C=NN(C1=CC3)C)C=CS2 N-[[3-[7-[2,4-difluoro-6-(2-methoxyethoxy)phenyl]-4-(1-methylindazol-5-yl)thieno[3,2-c]pyridin-6-yl]-1-bicyclo[1.1.1]pentanyl]methyl]-N-methyl-prop-2-enamide